N1(N=CC=C1)C=1C(N(N=CC1)CC1CCN(CC1)C=1C2=C(N=CN1)C=CS2)=O Pyrazol-1-yl-2-[(1-thieno[3,2-d]pyrimidin-4-ylpiperidin-4-yl)methyl]pyridazin-3-one